methyl perfluorohexyl ketone FC(C(C(C(C(C(F)(F)F)(F)F)(F)F)(F)F)(F)F)(F)C(=O)C